C1N(CC2=CC=CC=C12)C(=O)C1CC2(CC(C2)NC(=O)NCC2=CC=C(C=C2)OC)C1 1-(6-(isoindoline-2-carbonyl)spiro[3.3]heptan-2-yl)-3-(4-methoxybenzyl)urea